Benzyl 3-(azetidin-3-ylidene)azetidine-1-carboxylate N1CC(C1)=C1CN(C1)C(=O)OCC1=CC=CC=C1